N-(4-Methoxyphenyl)-N1-(2-methoxyphenyl)-6-morpholin-4-yl-[1,3,5]triazine-2,4-diamine hydrochloride Cl.COC1=CC=C(C=C1)NC1N(C(=NC(=N1)N)N1CCOCC1)C1=C(C=CC=C1)OC